alpha-D-tagatose OC[C@@]1(O)[C@@H](O)[C@@H](O)[C@H](O)CO1